C(C)OC1=C(C(=O)NC(C)C2=CC(=CC=C2)C=2SC=CN2)C=C(C=C1)NC(C(C)C)=O 2-ethoxy-5-isobutyrylamino-N-(1-(3-(thiazol-2-yl)phenyl)ethyl)benzamide